C12N(CC(NC1)CC2)C=2C1=C(N=C(N2)OCC2(CC2)CN2CCCC2)C(N(CC1)C1=CC(=CC2=CC=C(C(=C12)F)F)O)=O 4-(2,5-Diazabicyclo[2.2.2]octan-2-yl)-7-(7,8-difluoro-3-hydroxynaphthalen-1-yl)-2-((1-(pyrrolidin-1-ylmethyl)cyclopropyl)methoxy)-6,7-dihydropyrido[3,4-d]pyrimidin-8(5H)-one